N1-(2-(1H-pyrrol-2-yl)quinazolin-4-yl)-N2,N2-dimethylethane-1,2-diamine N1C(=CC=C1)C1=NC2=CC=CC=C2C(=N1)NCCN(C)C